4-(4-amino-6-(4-methacrylamido-phenyl)-7-methyl-7H-pyrrolo[2,3-d]pyrimidin-5-yl)-N-((4-methylmorpholin-3-yl)methyl)benzamide NC=1C2=C(N=CN1)N(C(=C2C2=CC=C(C(=O)NCC1N(CCOC1)C)C=C2)C2=CC=C(C=C2)NC(C(=C)C)=O)C